ClC=1C=C2C(CCC3(CCC(C(C1)=C32)(C)C)C(=O)OCC)(C)C ethyl 8-chloro-1,1,6,6-tetramethyl-2,3,4,5-tetrahydrophenalene-3a-carboxylate